4-(1-(4-cyano-2-fluorobenzyl)-1H-pyrrolo[2,3-b]pyridin-6-yl)piperazine-1-carboxylic acid tert-butyl ester C(C)(C)(C)OC(=O)N1CCN(CC1)C1=CC=C2C(=N1)N(C=C2)CC2=C(C=C(C=C2)C#N)F